NC1=C(N=CC(=N1)N1CCC2([C@H](CC(C2)=O)N)CC1)SC1=C2C(CNC2=CC=C1)F (4S)-8-(6-amino-5-((3-fluoroindolin-4-yl)thio)pyrazin-2-yl)-2-oxo-8-azaspiro[4.5]decan-4-amine